(E)-1-((1-((3-(2-amino-3-pentylquinolin-7-yl)phenyl)sulfonyl)azetidin-3-yl)methyl)-3-(3-cyanophenyl)-2-(2-methoxyethyl)guanidine NC1=NC2=CC(=CC=C2C=C1CCCCC)C=1C=C(C=CC1)S(=O)(=O)N1CC(C1)CN/C(=N\CCOC)/NC1=CC(=CC=C1)C#N